C12C(C(C(C=C1)C2)C(=O)N)C(=O)N endo-5-norbornen-2,3-dicarboxamide